C(C)(C)(C)OC(=O)N1CC(C1)NC1=NC=CC=C1C=1C=NN2C1N=C(C=C2)N2CCN(CC2)C(=O)O[C@@H]2CNC(C2)=O (S)-5-oxopyrrolidin-3-yl 4-(3-(2-((1-(tert-butoxycarbonyl)azetidin-3-yl)amino)pyridin-3-yl)pyrazolo[1,5-a]pyrimidin-5-yl)piperazine-1-carboxylate